3-(2-(6-chlorohexyloxy)benzyloxy)-N-(pyridin-3-yl)thiophene-2-carboxamide ClCCCCCCOC1=C(COC2=C(SC=C2)C(=O)NC=2C=NC=CC2)C=CC=C1